FC([C@@H]1CC[C@H](CC1)NC(=O)C1=CC2=C(N(C(=N2)NC2=C(C(=CC=C2Cl)CNC(C(C)(C)C)=O)Cl)C)C=C1OCC(F)F)(F)F 2-{2,6-dichloro-3-[(2,2-dimethyl-propionylamino)-methyl]-phenylamino}-6-(2,2-difluoroethoxy)-1-methyl-1H-benzimidazole-5-carboxylic acid (trans-4-trifluoromethylcyclohexyl)-amide